FC(C1=NN(C(=C1C1=CC=CC=C1)F)C1=CC=C(C=C1)C(C)(C)C)F 3-difluoromethyl-5-fluoro-4-phenyl-1-(4-tert-butylphenyl)-1H-pyrazole